diallyloxybenzylbromide C(C=C)OC(C1=CC=CC=C1)(OCC=C)Br